7-(1-(cyclohexylmethyl)-1H-pyrazol-4-yl)imidazo[1,2-a]pyridine-8-carboxylic acid methyl ester COC(=O)C=1C=2N(C=CC1C=1C=NN(C1)CC1CCCCC1)C=CN2